bis(methylphenyl)-1,4-phenylenediamine CC1=C(C=CC=C1)NC1=CC=C(C=C1)NC1=C(C=CC=C1)C